FC(CNC1=C(C#N)C=C(C=C1)C(F)(F)F)(F)F 2-(2,2,2-trifluoroethylamino)-5-(trifluoromethyl)benzonitrile